6-amino-1,3,5-triazine-2,4-diol NC1=NC(=NC(=N1)O)O